2-normal propylpiperazine C(CC)C1NCCNC1